COC1=C(C=C(C=O)C=C1)OC1=CC=C(C=C1)C 4-Methoxy-3-(p-tolyloxy)benzaldehyde